4-(4-(benzyloxy)-3-methoxyphenyl)-3-(1,3-dithian-2-yl)-1-phenyl-1H-pyrazole C(C1=CC=CC=C1)OC1=C(C=C(C=C1)C=1C(=NN(C1)C1=CC=CC=C1)C1SCCCS1)OC